tert-butyl 5-(5-(5-(difluoromethyl)-1,2,4-oxadiazol-3-yl)pyrimidin-2-yl)-2,5-diazabicyclo[2.2.1]heptane-2-carboxylate FC(C1=NC(=NO1)C=1C=NC(=NC1)N1C2CN(C(C1)C2)C(=O)OC(C)(C)C)F